(1aS,6R,6aR)-3-bromo-N-methyl-1,1a,6,6a-tetrahydrocyclopropa[b]inden-6-amine BrC=1C=C2[C@@H]3[C@H]([C@H](C2=CC1)NC)C3